6-(2-hydroxy-prop-2-yl)-N-((1r,4r)-4-methoxycyclohexyl)-2-(1-methyl-1H-imidazol-5-yl)pyrimidine-4-carboxamide OC(C)(C)C1=CC(=NC(=N1)C1=CN=CN1C)C(=O)NC1CCC(CC1)OC